tert-butyl 1-{[(1R,2R)-2-hydroxycyclohexyl]amino}-4-[2-hydroxy-4-(trifluoromethyl)phenyl]-5,7-dihydro-6H-pyrrolo[3,4-d]pyridazin-6-carboxylate O[C@H]1[C@@H](CCCC1)NC1=NN=C(C2=C1CN(C2)C(=O)OC(C)(C)C)C2=C(C=C(C=C2)C(F)(F)F)O